Cl.F[C@@H]1[C@@H](C1)N (1R,2S)-2-fluorocyclopropan-1-amine HCl